2-(5-bromothien-3-yl)propan-2-ol BrC1=CC(=CS1)C(C)(C)O